CN(C)CCN1CCN(CC1)CCN(C)C bis-(dimethylaminoethyl)-piperazine